NC=1N=C(C2=C(N1)C(=CN(C2=O)CC2=CC=C(C=C2)C(=O)N2CCNCC2)F)NCCCC 2-amino-4-(butylamino)-8-fluoro-6-(4-(piperazine-1-carbonyl)benzyl)pyrido[4,3-d]pyrimidin-5(6H)-one